C(C)OC1=NC2=C(N1CC1=CC=C(C=C1)C1=C(C=CC(=C1)N1C[C@H](CCC1)C)C=1N=NNN1)C(=CC=C2)C(=O)O (S)-2-ethoxy-1-((5'-(3-methylpiperidin-1-yl)-2'-(2H-tetrazol-5-yl)-[1,1'-biphenyl]-4-yl)methyl)-1H-benzo[d]imidazole-7-carboxylic Acid